FC1(CCNCC1)CN1CCC2(CC1)COC1=C3CN(C(C3=CC=C12)=O)C1C(NC(CC1)=O)=O 3-(1'-((4-fluoropiperidin-4-yl)methyl)-6-oxo-6,8-dihydro-2H,7H-spiro[furo[2,3-e]isoindole-3,4'-piperidin]-7-yl)piperidine-2,6-dione